2-N-[2-(4-formylcyclohexyl)-6-(1-hydroxy-1-methyl-ethyl)indazol-5-yl]-6-methoxy-pyridine-2-carboxamide C(=O)C1CCC(CC1)N1N=C2C=C(C(=CC2=C1)NC(=O)C1=NC(=CC=C1)OC)C(C)(C)O